OC1=CC=C(C=C1)N=NC1=C(C(=O)O)C=CC=C1 2-(para-hydroxyphenylazo)benzoic acid